3-[5-fluoro-3-(imidazo[1,2-a]pyridin-6-yl)pyridin-2-yl]-3-methoxy-5,5-dimethyl-6-oxocyclohex-1-ene-1-carbonitrile FC=1C=C(C(=NC1)C1(C=C(C(C(C1)(C)C)=O)C#N)OC)C=1C=CC=2N(C1)C=CN2